C(C)(C)(C)OC(=O)N1CCC(CC1)NC1=CC=NC2=CC=C(C=C12)Cl 4-((6-chloroquinolin-4-yl)amino)piperidine-1-carboxylic acid tert-butyl ester